FC(CC(=O)NCCCC(C)O)(F)F 3,3,3-trifluoro-N-(4-hydroxypentyl)-propionamide